C1(CCCC1)N1C2=NC(=NC=C2N=C1NC1=CC=CC=C1)NC1=CC=C(C=C1)N1CCC(CC1)N1CCN(CC1)CC=1C(=C2C(N(C(C2=CC1)=O)C1C(NC(CC1)=O)=O)=O)F 5-((4-(1-(4-((9-cyclopentyl-8-(phenylamino)-9H-purin-2-yl)amino)phenyl)piperidin-4-yl)piperazine-1-yl)methyl)-2-(2,6-dioxopiperidin-3-yl)-4-fluoroisoindoline-1,3-dione